ClC1=CC(=NC=C1C(F)(F)F)NC(C=1NC(=C(N1)S(=O)(=O)C)C)C1=CC(=C(C=C1)F)Cl 4-chloro-N-[(3-chloro-4-fluorophenyl)-(5-methyl-4-methylsulfonyl-1H-imidazol-2-yl)methyl]-5-(trifluoromethyl)pyridin-2-amine